1-(2-Trimethylsilylethoxymethyl)-4-vinyl-indazole-3-carbonitrile C[Si](CCOCN1N=C(C2=C(C=CC=C12)C=C)C#N)(C)C